Cl.N1=C(C=CC=C1)N Pyridin-2-amine hydrochloride